FC1(CC(C1)NC(=O)C1(CCC2=CC=C(C=C12)F)N1[C@@H](CCC1=O)C(=O)NC1=CC(=CC=C1)F)F (S)-1-((3,3-difluorocyclobutyl)carbamoyl)-6-fluoro-2,3-dihydro-1H-inden-1-yl-N-(3-fluorophenyl)-5-oxopyrrolidine-2-carboxamide